(2-tert-butyl-1,2,3-triazol-4-yl)carbamate C(C)(C)(C)N1N=CC(=N1)NC([O-])=O